C(C)SC=1[C@](NC2=C(N1)C=NC1=C2C=CN1)(C)COC (S)-3-(ethylthio)-2-(methoxymethyl)-2-methyl-2,7-dihydro-1H-pyrrolo[3',2':5,6]Pyrido[3,4-b]pyrazine